FC(S(=O)(=O)OC1=C(CCC2=CC=C(C=C12)OC)F)(F)F 2-fluoro-7-methoxy-3,4-dihydronaphthalen-1-yl trifluoromethanesulfonate